m-tolyl dimethyl phosphate P(=O)(OC=1C=C(C=CC1)C)(OC)OC